5-(1H-benzo[d]imidazol-2-yl)-N-(tert-butyl)-2-methyl-4-phenyl-1H-pyrrole-3-carboxamide N1C(=NC2=C1C=CC=C2)C2=C(C(=C(N2)C)C(=O)NC(C)(C)C)C2=CC=CC=C2